C(C)(=O)N1[C@H]([C@@H]([C@H](C2=CC(=CC=C12)C(=O)NCC)NC1=NC=C(N=C1)C)C)C1CC1 (2S,3R,4R)-1-acetyl-2-cyclopropyl-N-ethyl-3-methyl-4-((5-methylpyrazin-2-yl)amino)-1,2,3,4-tetrahydroquinoline-6-carboxamide